5,5-dimethyl-1-((2-((pyrimidin-2-ylmethyl)amino)pyridin-4-yl)methyl)-3-(4-(1-(trifluoromethyl)cyclopropyl)phenyl)imidazolidine-2,4-dione CC1(C(N(C(N1CC1=CC(=NC=C1)NCC1=NC=CC=N1)=O)C1=CC=C(C=C1)C1(CC1)C(F)(F)F)=O)C